4-amino-7-iodo-1-((2-methylphenyl)methyl)-2-oxo-1,2-dihydroquinoline-3-carboxylic acid methyl ester COC(=O)C=1C(N(C2=CC(=CC=C2C1N)I)CC1=C(C=CC=C1)C)=O